dibutylsilyl-bis-(1-indenyl)zirconium dichloride [Cl-].[Cl-].C(CCC)[SiH](CCCC)[Zr+2](C1C=CC2=CC=CC=C12)C1C=CC2=CC=CC=C12